O=S1(C[C@@H](CCC1)NC(=O)N[C@@H](C(C)C)C=1OC2=C(C1C)C=C(C=C2)F)=O 1-((R)-1,1-dioxo-tetrahydro-2H-thiopyran-3-yl)-3-((S)-1-(5-fluoro-3-methylbenzofuran-2-yl)-2-methylpropyl)urea